3'-(methylsulfonylamino)-6-(3-(4-(hydroxymethyl)phenoxy)azetidin-1-yl)-[1,1'-biphenyl]-2-carboxylic acid methyl ester COC(=O)C=1C(=C(C=CC1)N1CC(C1)OC1=CC=C(C=C1)CO)C1=CC(=CC=C1)NS(=O)(=O)C